2-(2-((3r,4r)-3-amino-4-fluoropiperidin-1-yl)-6-fluoro-1H-benzo[d]imidazol-1-yl)-1-(2-methylazetidin-1-yl)ethan-1-one N[C@@H]1CN(CC[C@H]1F)C1=NC2=C(N1CC(=O)N1C(CC1)C)C=C(C=C2)F